FC1=C(C=CC(=C1C)OC1=CC2=C(N(C=N2)C)C=C1)NC=1C2=C(N=CN1)C=CC(=N2)[C@H]2CN(CC2)C(C=C)=O |r| rac-(R)-1-(3-(4-((2-fluoro-3-methyl-4-((1-methyl-1H-benzo[d]imidazol-5-yl)oxy)phenyl)amino)pyrido[3,2-d]pyrimidin-6-yl)pyrrolidin-1-yl)prop-2-en-1-one